(R)-5-(7-chloro-3-cyclohexyl-2-methyl-1,1-dioxido-5-phenyl-2,3,4,5-tetrahydrobenzo[f][1,2,5]thiadiazepin-8-yl)-3-(propylsulfonamido)thiophene-2-carboxylic acid ClC=1C(=CC2=C(N(C[C@H](N(S2(=O)=O)C)C2CCCCC2)C2=CC=CC=C2)C1)C1=CC(=C(S1)C(=O)O)NS(=O)(=O)CCC